ClC1=CC=C2CC3(CCNCC3)C(C2=C1)=O 6-chlorospiro[indene-2,4'-piperidin]-1(3H)-one